CC(C(CN1N=CC(=C1)C1=C2C(=NC=C1)NC=C2)=O)(C)C 3,3-dimethyl-1-[4-(1H-pyrrolo[2,3-b]pyridin-4-yl)-1H-pyrazol-1-yl]butan-2-one